O1CCC(=CC1)C=1C=C(CN2N=C3C(=C2C2=C(C=CC=C2)F)CN(C3)C)C=CC1F 2-(3-(3,6-dihydro-2H-pyran-4-yl)-4-fluorobenzyl)-3-(2-fluorophenyl)-5-methyl-2,4,5,6-tetrahydropyrrolo[3,4-c]pyrazole